3-[3-[3,5-difluoro-4-[(1R,3R)-2-(2-fluoro-2-methyl-propyl)-3-methyl-1,3,4,9-tetrahydropyrido[3,4-b]indol-1-yl]phenoxy]azetidin-1-yl]cyclobutanol FC=1C=C(OC2CN(C2)C2CC(C2)O)C=C(C1[C@H]1N([C@@H](CC2=C1NC1=CC=CC=C21)C)CC(C)(C)F)F